2-amino-3-[[5-(dimethylamino)-1-naphthyl]sulfonylamino]propionic acid NC(C(=O)O)CNS(=O)(=O)C1=CC=CC2=C(C=CC=C12)N(C)C